N-(4-bromo-2,5-difluorophenyl)-6-chloro-1-(2-chloroethyl)-N-(methoxymethyl)-1H-indole-3-sulfonamide BrC1=CC(=C(C=C1F)N(S(=O)(=O)C1=CN(C2=CC(=CC=C12)Cl)CCCl)COC)F